C[C@@]1(CC[C@@]23[C@@H](CC[C@H]([C@@H]2[C@H]31)C(C)C)C)O (3s,3ar,3br,4s,7r,7ar)-octahydro-3,7-dimethyl-4-(1-methylethyl)-1H-cyclopenta[1,3]cyclopropa[1,2]benzene-3-ol